N-[6-(5-chloro-1,3-benzoxazol-2-yl)spiro[3.3]heptan-2-yl]-2-(diethylamino)pyridine-4-carboxamide ClC=1C=CC2=C(N=C(O2)C2CC3(CC(C3)NC(=O)C3=CC(=NC=C3)N(CC)CC)C2)C1